P(=O)(OCC)(OCCCCCCCCC)O ethyl nonyl hydrogen phosphate